CC(C)(CC(C)(C)C)C(C(C(C(=O)[O-])(C(C)(CC(C)(C)C)C)C(C)(CC(C)(C)C)C)(O)C(=O)[O-])C(=O)[O-] Tri(2,4,4-trimethyl-2-pentyl)citrat